4-methoxybenzoylchloride COC1=CC=C(C(=O)Cl)C=C1